COC1=C(C=C(C(=O)O)C=C1)OC(F)(F)F 4-methoxy-3-(trifluoromethoxy)benzoic acid